C(CCCCC)[Te]CCCCCC (n-hexyl) telluride